OC(C)(C)C=1N(C=CN1)CC1=CC=C(C=C1)C1=C(C=CC(=C1)CC(C)C)S(=O)(=O)NC(OC)=O methyl ((4'-((2-(2-hydroxypropan-2-yl)-1H-imidazol-1-yl)methyl)-5-isobutyl-[1,1'-biphenyl]-2-yl)sulfonyl)carbamate